C12C(CCC=3C4=CC=CC=C4CC13)C2 Methanotetrahydrofluoren